ClC=1C=C2C(C=C(OC2=C(C1)Cl)C(=O)O)=O 6,8-dichloro-4-oxo-4H-chromene-2-carboxylic acid